C(C)(=O)[C@]1(O)[C@H](O)[C@@H](O)[C@H](O)[C@H](O1)CO acetyl-β-D-glucopyranose